N-[6-(3-methanesulfonamido-4-methylphenyl)-3-methyl-[1,2,4]triazolo[4,3-b]pyridazin-8-yl]carbamate CS(=O)(=O)NC=1C=C(C=CC1C)C=1C=C(C=2N(N1)C(=NN2)C)NC([O-])=O